pyridin-2-ylmethyl (trans-4-((4-(3-hydroxy-3-methylazetidin-1-yl)-5-(trifluoromethyl)pyrimidin-2-yl)amino)cyclohexyl)(2'-methoxy-5,5'-bipyrimidin-2-yl)carbamate OC1(CN(C1)C1=NC(=NC=C1C(F)(F)F)N[C@@H]1CC[C@H](CC1)N(C(OCC1=NC=CC=C1)=O)C1=NC=C(C=N1)C=1C=NC(=NC1)OC)C